hydroxyquinoline hemisulfate hemihydrate O.S(=O)(=O)(O)O.OC1=NC2=CC=CC=C2C=C1.OC1=NC2=CC=CC=C2C=C1